N-(2,3-dihydro-1H-inden-4-yl)-4-[({3-[(oxetan-2-yl)methoxy]pyridin-4-yl}methyl)amino]-2-oxo-1,2,5,6-tetrahydropyridine-3-carbothioamide C1CCC2=C(C=CC=C12)NC(=S)C=1C(NCCC1NCC1=C(C=NC=C1)OCC1OCC1)=O